N-((3-azabicyclo[3.2.1]octan-8-yl)methyl)-1H-benzo[d][1,2,3]triazole-5-carboxamide C12CNCC(CC1)C2CNC(=O)C2=CC1=C(NN=N1)C=C2